BrC(C(=O)OCC)C(=O)OCC diethyl 2-bromomalonate